FC(C1=C(C=CC(=C1)N)C1=CC=C(N)C=C1)(F)F 2-(Trifluoromethyl)benzidine